2-(1H-indol-3-yl)-N,N-dimethyl-N-(((2-oxido-1,3,2-dioxaphospholan-2-yl)oxy)methyl)ethan-1-aminium N1C=C(C2=CC=CC=C12)CC[N+](COP1(OCCO1)=O)(C)C